N=1C=CN2C1N=CC(=C2)C=2C=CN1N=C(N=CC12)NC1CC2(CN(C2)C)C1 5-(Imidazo[1,2-a]pyrimidin-6-yl)-N-(2-methyl-2-azaspiro[3.3]heptane-6-yl)pyrrolo[2,1-f][1,2,4]triazin-2-amine